C(C)N(C(C(=C)C#N)=O)CC N,N-diethyl-cyanoacrylamide